C(C)(C)(C)OC(=O)N1C(=CC2=CC=C(C=C12)OC)CO 2-(hydroxymethyl)-6-methoxy-1H-indole-1-carboxylic acid tert-butyl ester